(Octadecylthio)benzothiazole C(CCCCCCCCCCCCCCCCC)SC=1SC2=C(N1)C=CC=C2